bis(3-pentyloctyl) 7-oxotridecanedioate O=C(CCCCCC(=O)OCCC(CCCCC)CCCCC)CCCCCC(=O)OCCC(CCCCC)CCCCC